ClC1=CC(=NC(=N1)OC)N1C2(CC(C1)C2)CCO 2-(2-(6-Chloro-2-methoxypyrimidin-4-yl)-2-azabicyclo[2.1.1]hex-1-yl)ethan-1-ol